N,N-diisopropyl-N-(octenyl)amine C(C)(C)N(C=CCCCCCC)C(C)C